The molecule is a hydrazone obtained by formal condensation of the carbonyl group of 2-hydroxy-3-methoxybenzaldehyde with 2-hydrazinopyridine. It has a role as a chelator. It is a member of phenols, an aromatic ether, a member of pyridines and a hydrazone. It derives from a salicylaldehyde. COC1=CC=CC(=C1O)/C=N/NC2=CC=CC=N2